FC1=C(C=CC(=C1F)F)C1=CC=C2CCC(C2=C1)NC(O[C@@H]1CN2CCC1CC2)=O (S)-quinuclidin-3-yl (6-(2,3,4-trifluorophenyl)-2,3-dihydro-1H-inden-1-yl)carbamate